BrCCOCCOCC1C2C=CC(C1)C2 5-[2-(2-bromoethoxy)ethoxymethyl]bicyclo[2.2.1]hept-2-ene